methyl (4-((5-chloro-4-(1-isopropyl-1H-pyrazol-4-yl)pyrimidin-2-yl)amino)-3-methoxybenzoyl)-L-leucinate ClC=1C(=NC(=NC1)NC1=C(C=C(C(=O)N[C@@H](CC(C)C)C(=O)OC)C=C1)OC)C=1C=NN(C1)C(C)C